FC=1C=C(C=CC1)N(C(=O)N1CCOCCC1)CC1=CC=C(C(=O)OC)C=C1 methyl 4-((N-(3-fluorophenyl)-1,4-oxazepan-4-carboxamido)methyl)benzoate